[Ti].C(C)C1=CC=C(CN2CCN(CC2)C2CCC(CC2)C)C=C1 1-(4-ethylbenzyl)-4-(4-methylcyclohexyl)piperazine Titanium